N1(CCCC1)CCCCC pyrrolidinopentane